tributyl-(4-(octyloxy)thiophen-2-yl)stannane C(CCC)[Sn](C=1SC=C(C1)OCCCCCCCC)(CCCC)CCCC